C1(CC1)C=1C=C2C(=CC=NC2=CC1)C1=CC=C(S1)SC(C(=O)O)(C)C 2-(5-(6-cyclopropylquinolin-4-yl)thiophen-2-ylsulfanyl)-2-methylpropionic acid